C[C@@H]1N(CCC=2C1=NNC2C2=CC(=C(C(=C2)F)F)F)C(=O)OC(C)(C)C tert-butyl (S)-7-methyl-3-(3,4,5-trifluorophenyl)-2,4,5,7-tetrahydro-6H-pyrazolo[3,4-c]pyridine-6-carboxylate